2-benzyl-4-(prop-2-yn-1-yl)-1,2,4-triazine-3,5(2H,4H)-dione C(C1=CC=CC=C1)N1N=CC(N(C1=O)CC#C)=O